3-(2-aminoethyl)-1-benzyl-piperidin-3-amine NCCC1(CN(CCC1)CC1=CC=CC=C1)N